C(C1=CC=CC=C1)N1N=NC(=C1)C(=O)N[C@H]1[C@@H]2[C@H](C3=C(NC1=O)C(=CC(=C3)F)F)C2 1-benzyl-N-((1aS,2S,8bR)-5,7-difluoro-3-oxo-1,1a,2,3,4,8b-hexahydrobenzo[b]cyclopropa[d]azepin-2-yl)-1H-1,2,3-triazole-4-carboxamide